(R)-3-(5-bromo-3-(hydroxymethyl)-1H-indazol-1-yl)pyrrolidine-1-carboxylic acid tert-butyl ester C(C)(C)(C)OC(=O)N1C[C@@H](CC1)N1N=C(C2=CC(=CC=C12)Br)CO